CC1=C2N(CCN(C2=CC=C1)C=1C(N2CC\C=C/CCN3N=CC(NC4=NC=C(C1)C2=N4)=C3)=O)C(C=C)=O (9Z)-15-(5-methyl-4-prop-2-enoyl-2,3-dihydroquinoxalin-1-yl)-2,5,6,13,19,20-hexazatetracyclo[11.6.2.13,6.017,21]docosa-1(19),3(22),4,9,15,17,20-heptaen-14-one